N[C@@H](CCC(=O)O)C(=O)O.C(CCCCCCC)N1CN(C=C1)C L-1-octyl-3-methylimidazole-L-glutamate